C1(=C([N+](=O)[O-])C=C([N+](=O)[O-])C=C1[N+](=O)[O-])NC1=NC(=C(C=C1[N+](=O)[O-])[N+](=O)[O-])NC1=C([N+](=O)[O-])C=C([N+](=O)[O-])C=C1[N+](=O)[O-] 2,6-bis(picrylamino)-3,5-dinitropyridine